2-(5-propeneoxy-2H-benzotriazole-2-yl)-6-tert-butyl-4-methylphenol C(=CC)OC1=CC=2C(=NN(N2)C2=C(C(=CC(=C2)C)C(C)(C)C)O)C=C1